zinc di-n-butylthiocarbamate C(CCC)N(C([O-])=S)CCCC.[Zn+2].C(CCC)N(C([O-])=S)CCCC